1-[1-[[4-(4,4,5,5-tetramethyl-1,3,2-dioxaborolan-2-yl)phenyl]methyl]-4-piperidyl]ethanol CC1(OB(OC1(C)C)C1=CC=C(C=C1)CN1CCC(CC1)C(C)O)C